(3-(trifluoromethyl)phenyl)isoquinoline-1,5-diamine FC(C=1C=C(C=CC1)C=1N=C(C=2C=CC=C(C2C1)N)N)(F)F